(E)-3-((4-fluorophenyl)sulfophenyl)-1-phenylprop-2-en-1-one FC1=CC=C(C=C1)C=1C(=C(C=CC1)/C=C/C(=O)C1=CC=CC=C1)S(=O)(=O)O